CN(CC(=O)OCC1=CC=CC=C1)S(=O)(=O)C1[N@@](C1)C benzyl (R)-N-methyl-N-((1-methylaziridin-2-yl)sulfonyl)glycinate